[Si](C)(C)(C(C)(C)C)OCCN1N=C(C(=C1CN(C[C@@H](C)O)C(C)C)I)C (2R)-1-[[2-[2-[tert-butyl(dimethyl)silyl]oxyethyl]-4-iodo-5-methyl-pyrazol-3-yl]methyl-isopropylamino]propan-2-ol